7-methoxy-2,2-dimethylchromane-8-sulfinic acid COC1=CC=C2CCC(OC2=C1S(=O)O)(C)C